sodium ((5-(((1,3-dihydroxy-2-(hydroxymethyl) propan-2-yl)(methyl)amino)methyl)-1,3-phenylene)bis(ethane-2,1-diyl))bis(phosphonate) OCC(CO)(CO)N(C)CC=1C=C(C=C(C1)CCP([O-])([O-])=O)CCP([O-])([O-])=O.[Na+].[Na+].[Na+].[Na+]